N1-[4-(acetylamino)phenyl]-2,2-dimethylcyclopropane-1-carboxamide C(C)(=O)NC1=CC=C(C=C1)NC(=O)C1C(C1)(C)C